BrC=1C=CC(=C(C1)S(=O)(=O)N(COCC[Si](C)(C)C)C1=C(C=CC(=C1)C(F)(F)F)N1CCCCC1)CO 5-bromo-2-(hydroxymethyl)-N-(2-(piperidin-1-yl)-5-(trifluoromethyl)phenyl)-N-((2-(trimethylsilyl)ethoxy)methyl)benzenesulfonamide